NC(CCC(C(=O)O)NC(=O)OCC1=CC=CC=C1)=O 5-amino-2-(((benzyloxy)carbonyl)amino)-5-oxopentanoic acid